N4-[2-(dimethylphosphoryl)-5-(trifluoromethyl)phenyl]-N2-[(3S)-piperidin-3-yl]-5-(trifluoromethyl)pyrimidine-2,4-diamine CP(=O)(C)C1=C(C=C(C=C1)C(F)(F)F)NC1=NC(=NC=C1C(F)(F)F)N[C@@H]1CNCCC1